C(#N)C1=C(C=CC=C1)[C@H]([C@H](C)C=1N(C(C(=C(N1)C(=O)NC=1C=NOC1)O)=O)C)N1N=C(C=C1C)C 2-((1S,2S)-1-(2-cyanophenyl)-1-(3,5-dimethyl-1H-pyrazol-1-yl)propan-2-yl)-5-hydroxy-N-(isoxazol-4-yl)-1-methyl-6-oxo-1,6-dihydropyrimidine-4-carboxamide